CC(CCNC(=O)N)(N)C N-(dimethyl-3-amino-propyl)urea